β-phenylethyl alcohol C1(=CC=CC=C1)CCO